4-CHLORO-1-METHYL-1H-PYRROLE-2-BORONIC ACID ClC=1C=C(N(C1)C)B(O)O